C1(CCC1)C1=C(C=C2C=C(C(=NC2=C1)OC)C(=O)O)C(F)F 7-cyclobutyl-6-(difluoromethyl)-2-methoxyquinoline-3-carboxylic acid